N-[1-chloro-6-(2-chloro-5-fluorophenyl)-6-hydroxy-8-oxo-3,6,7,8-tetrahydropyrrolo[4,3-E]indazol-5-yl]-5-fluoro-3-(trifluoromethyl)benzamide ClC1=NNC=2C=C(C3=C(C12)C(NC3(O)C3=C(C=CC(=C3)F)Cl)=O)NC(C3=CC(=CC(=C3)F)C(F)(F)F)=O